COC(C=1C(C(=O)OC)=C(C=CC1)NC=1C(=CC2=C(N(C(=N2)C)C)C1)C1=CC(=NC=C1)C)=O 3-((1,2-Dimethyl-5-(2-methylpyridin-4-yl)-1H-benzo[d]imidazol-6-yl)amino)phthalic acid dimethyl ester